4,4-dihydroxy-8-[(1-L-serylazetidin-3-yl)oxy]-5-oxa-4-boranuidabicyclo[4.4.0]deca-1(6),7,9-triene O[B-]1(CCC=2C=CC(=CC2O1)OC1CN(C1)C([C@@H](N)CO)=O)O